1-(4-chlorophenyl-2,3,5,6-d4)ethyl-2,2,2-d3 (2,5-dioxopyrrolidin-1-yl) carbonate C(OC(C([2H])([2H])[2H])C1=C(C(=C(C(=C1[2H])[2H])Cl)[2H])[2H])(ON1C(CCC1=O)=O)=O